lauroyl-propyl-hydroxysulfonic acid C(CCCCCCCCCCC)(=O)CCCOS(=O)(=O)O